C(C)(C)(C)OC(=O)C=1C=CC2=C(N(C(=N2)CN2CCC(CC2)C2=NC(=CC=C2)Cl)C[C@H]2OCC2)C1 (S)-2-((4-(6-chloropyridin-2-yl)piperidin-1-yl)methyl)-1-((oxetan-2-yl)methyl)-1H-benzo[d]imidazole-6-carboxylic acid tert-butyl ester